(R)-4-chloro-N-(1-methylpiperidin-3-yl)thieno[3,4-d]pyridazin-1-amine ClC=1C=2C(C(=NN1)N[C@H]1CN(CCC1)C)=CSC2